5-((2-methoxyphenyl)thio)-1H-1,2,3-triazole-4-carboxylic acid COC1=C(C=CC=C1)SC1=C(N=NN1)C(=O)O